2-bromo-1,4-diisopropenylbenzene BrC1=C(C=CC(=C1)C(=C)C)C(=C)C